2-(2'',3''-dihydrodispiro[[1,3]dioxolane-2,1'-cyclohexane-4',1''-inden]-2''-yl)-1,3-thiazole C12(C(CC3=CC=CC=C13)C=1SC=CN1)CCC1(CC2)OCCO1